2-(dodecylthiocarbonyl-thio)propionic acid C(CCCCCCCCCCC)C(=S)SC(C(=O)O)C